((benzyloxy)-2-ethyl-4-oxopyridin-1(4H)-yl)propionic acid C(C1=CC=CC=C1)OC1=C(N(C=CC1=O)C(C(=O)O)C)CC